BrC1=C(C=NN1CC)C(C)=O 1-(5-bromo-1-ethyl-1H-pyrazol-4-yl)ethan-1-one